COC1=C(C2=C(CC(O2)(C)C)C=C1)S(=O)(=O)Cl 6-Methoxy-2,2-dimethyl-2,3-dihydrobenzofuran-7-sulfonyl chloride